2-(piperidinyl)-2-oxoacetic acid N1(CCCCC1)C(C(=O)O)=O